N-[[1-[(3-hydroxypiperidin-1-yl)methyl]cyclobutyl]methyl]-4,5,6,7,8,9-hexahydrocycloocta[b]thiophene-2-carboxamide OC1CN(CCC1)CC1(CCC1)CNC(=O)C1=CC2=C(S1)CCCCCC2